N-((1R,4s)-4-(((2S,5R)-5-((S)-(3-Fluorophenyl)(hydroxy)methyl)pyrrolidin-2-yl)methyl)cyclohexyl)acetamide FC=1C=C(C=CC1)[C@H]([C@H]1CC[C@H](N1)CC1CCC(CC1)NC(C)=O)O